N-(6-((1H-pyrazol-1-yl)methyl)-4-chlorobenzo[d]isoxazol-3-yl)-7-methoxy-4-oxochroman-8-sulfonamide N1(N=CC=C1)CC1=CC2=C(C(=NO2)NS(=O)(=O)C=2C(=CC=C3C(CCOC23)=O)OC)C(=C1)Cl